ClC1=CC(=C(COC2=CC=CC(=N2)C=2CCN(CC2)CC2=NC3=C(N2C[C@H]2OCC2)C(=C(C=C3)C(=O)O)F)C=C1)F (S)-2-((6-((4-chloro-2-fluorobenzyl)oxy)-3',6'-dihydro-[2,4'-bipyridin]-1'(2'H)-yl)methyl)-7-fluoro-1-(oxetan-2-ylmethyl)-1H-benzo[d]imidazole-6-carboxylic acid